N=1C=NN2C1C=C(C=C2)OC2=CC(=C(C=C2F)NC2=NC1=CC(=C(C=C1C=N2)C2CC(N(C2)C([2H])([2H])[2H])C=C(C(=O)N)F)OC)OC 4-(((4-([1,2,4]triazolo[1,5-a]pyridin-7-yloxy)-5-fluoro-2-methoxyphenyl)amino)-7-methoxyquinazolin-6-yl)-2-fluoro-3-(1-(methyl-d3)pyrrolidin-2-yl)acrylamide